CN1N=C(C(=C1)C1=CC(=C(C=C1)NCC1CN(CC1)C#N)F)C 3-(((4-(1,3-Dimethyl-1H-pyrazol-4-yl)-2-fluorophenyl)amino)methyl)pyrrolidin-1-carbonitril